NC(C)C=1C(=C(C(=C2C=NNC12)C=1N=CC=2N(C1)C=C(N2)NC(=O)[C@H]2[C@H](C2)F)C(F)F)F (1s,2s)-N-(6-(7-(1-aminoethyl)-5-(difluoromethyl)-6-fluoro-1H-indazol-4-yl)imidazo[1,2-a]pyrazin-2-yl)-2-fluorocyclopropane-1-carboxamide